bis(3,4-epoxy-6-methylcyclohexylmethyl)butylamine CC1CC2C(CC1CN(CCCC)CC1CC3C(CC1C)O3)O2